t-butyldimethyl-Chlorosilane C(C)(C)(C)[Si](Cl)(C)C